FC1=CC=C(C(=O)NC=2C=C3C(=CNC3=CC2)C=2CCN(CC2)CCCC)C=C1 5-(4-fluorobenzoyl)amino-3-(1-butyl-1,2,3,6-tetrahydropyridin-4-yl)-1H-indole